(3S)-3-(2-(5-(2-(dimethylamino)ethyl)-2-oxo-4-(trifluoromethyl)pyridin-1(2H)-yl)-4,4-dimethylpentanamido)-3-(4-fluoro-2',5,6'-trimethylbiphenyl-3-yl)propanoic acid CN(CCC=1C(=CC(N(C1)C(C(=O)N[C@@H](CC(=O)O)C=1C=C(C=C(C1F)C)C1=C(C=CC=C1C)C)CC(C)(C)C)=O)C(F)(F)F)C